4-methylbenzenesulfonic acid (S)-(tetrahydrofuran-2-yl)methyl-d2 ester O1[C@@H](CCC1)C([2H])([2H])OS(=O)(=O)C1=CC=C(C=C1)C